(±)-8-((cis)-3-hydroxycyclopentylamino)-1-((5-methoxy-1H-indol-2-yl)methyl)-3,7-dimethyl-1H-purine-2,6(3H,7H)-dione O[C@H]1C[C@H](CC1)NC1=NC=2N(C(N(C(C2N1C)=O)CC=1NC2=CC=C(C=C2C1)OC)=O)C |r|